(3S,11aR)-7-Chloro-9-oxo-3,4-dihydro-9H,11H-3,11a-methanopyrazino[1',2':3,4]imidazo[1,2-c]pyrimidine-2(1H)-carboxylic acid tert-butyl ester C(C)(C)(C)OC(=O)N1C[C@]23N(C=4N(C(N=C(C4)Cl)=O)C2)C[C@@H]1C3